N-[(3-nitro-4-{[(3S)-tetrahydro-2H-pyran-3-ylmethyl]amino}phenyl)sulfonyl]-2-(1H-pyrrolo[2,3-b]pyridin-5-yloxy)benzamide [N+](=O)([O-])C=1C=C(C=CC1NC[C@H]1COCCC1)S(=O)(=O)NC(C1=C(C=CC=C1)OC=1C=C2C(=NC1)NC=C2)=O